BrC=1C=2C3=C(NC2C(=C(C1)Cl)Cl)CCNC(C3)=O 10-Bromo-7,8-dichloro-3,4,5,6-tetrahydroazepino[4,5-b]indol-2(1H)-one